FC1=CC=C(OC2=C(C=NC=C2)C2=CC=C(C(=O)N)C=C2)C=C1 4-(4-(4-fluorophenoxy)pyridin-3-yl)benzamide